(S)-alpha-(3-aminopropyl)-p-bromophenylacetic acid NCCC[C@H](C(=O)O)C1=CC=C(C=C1)Br